CC1=CN=C2N1CCN=C2 3-methyl-5,6-dihydroimidazo[1,2-a]pyrazine